1-(4-isoquinolyl)piperidine C1=NC=C(C2=CC=CC=C12)N1CCCCC1